CN(C(CO)CO)C 2-dimethylamino-1,3-propanediol